3-(6-azido-1-oxoisoindolin-2-yl)piperidine-2,6-dione N(=[N+]=[N-])C1=CC=C2CN(C(C2=C1)=O)C1C(NC(CC1)=O)=O